NC[C@H]([C@@H](O)[C@H]1[C@@H]([C@H](C[C@@](O1)(C(=O)O)OCCCCCCC#C)O)NC(CO)=O)O (2R,4S,5R,6R)-6-((1R,2R)-3-amino-1,2-dihydroxypropyl)-4-hydroxy-5-(2-hydroxyacetamido)-2-(oct-7-yn-1-yloxy)tetrahydro-2H-pyran-2-carboxylic acid